tert-butyl N-[5-[[2-[(2S,5R)-2-(1H-benzimidazol-5-yl)-5-methyl-1-piperidyl]-2-oxo-acetyl]amino]-3-methyl-2-pyridyl]carbamate N1C=NC2=C1C=CC(=C2)[C@H]2N(C[C@@H](CC2)C)C(C(=O)NC=2C=C(C(=NC2)NC(OC(C)(C)C)=O)C)=O